Cl.COCC(C1=CC=CC=C1)N1CCC(CC1)CN1N=CC=C(C1=O)C1=CC=CC=C1 2-((1-(2-Methoxy-1-phenylethyl)piperidin-4-yl)methyl)-4-phenylpyridazin-3(2H)-on Hydrochlorid